6-hydroxy-1,3-dimethyl-4-(tetrahydro-2H-pyran-4-yl)-1,3-dihydro-2H-benzo[d]imidazol-2-one OC=1C=C(C2=C(N(C(N2C)=O)C)C1)C1CCOCC1